ClC1=C(C(Cl)=NO)C(=CC=C1)Cl 2,6-dichlorobenzoyl chloride oxime